OC1CC2=CC(=C(C=C2C1)C(=O)OC)C(=O)OC dimethyl 2-hydroxy-2,3-dihydro-1H-indene-5,6-dicarboxylate